2-(Trimethylsilyl)ethyl (6R,7R,10R)-9-methyl-6,7,8,9,10,11-hexahydro-2H-6,10-methanoazonino[4,5,6-cd]indole-7-carboxylate CC1C2=C3C=4CN=C3C[C@H]1C[C@H]([C@@H](C2)C(=O)OCC[Si](C)(C)C)N=CC4